N2,N7-bis-1-naphthyl-N2,N7-diphenyl-9,9'-spirobi[9H-fluorene]-2,7-diamine C1(=CC=CC2=CC=CC=C12)N(C1=CC=2C3(C4=CC(=CC=C4C2C=C1)N(C1=CC=CC=C1)C1=CC=CC2=CC=CC=C12)C1=CC=CC=C1C=1C=CC=CC13)C1=CC=CC=C1